2-(4-chloro-3-fluorophenoxy)-N-(3-{2-[(6-methylpyridin-3-yl)oxy]acetamido}bicyclo[1.1.1]pentan-1-yl)acetamide ClC1=C(C=C(OCC(=O)NC23CC(C2)(C3)NC(COC=3C=NC(=CC3)C)=O)C=C1)F